N(=[N+]=[N-])CCOCCOCCOCCOCCOCCOCCC(=O)N 1-azido-3,6,9,12,15,18-hexaoxahenicosan-21-amide